2-(3,5-dimethoxyphenoxy)-3-(pyridin-4-yl)pyrazine COC=1C=C(OC2=NC=CN=C2C2=CC=NC=C2)C=C(C1)OC